N-(4-cyclobutyl-5-cyclohexyl-1-methyl-1H-pyrazol-3-yl)-4,4,4-trifluoro-3,3-dimethylbutanamide C1(CCC1)C=1C(=NN(C1C1CCCCC1)C)NC(CC(C(F)(F)F)(C)C)=O